C(C1=CC=CC=C1)N1CCN(CC1)C1=CC(=C2C(=N1)C(=CS2)C(=O)NC)C(F)(F)F 5-(4-benzylpiperazin-1-yl)-N-methyl-7-(trifluoromethyl)thieno[3,2-b]pyridine-3-carboxamide